FC1=C(C(=C(C(=C1[B-](C1=C(C(=C(C(=C1F)F)F)F)F)(C1=C(C(=C(C(=C1F)F)F)F)F)C1=C(C(=C(C(=C1F)F)F)F)F)F)F)F)F.C(C)(=O)C1=CC=C(C=C1)C1=CC=C(C=C1)S[S+](SC1=CC=C(C=C1)C1=CC=C(C=C1)C(C)=O)SC1=CC=C(C=C1)C1=CC=C(C=C1)C(C)=O tris(4-(4-acetylphenyl)phenylsulfanyl)sulfonium tetrakis(pentafluorophenyl)borate